[(2S,3R)-3-Isopropoxy-7-[5-methyl-6-[1-(trifluoromethyl)cyclopropyl]pyrrolo[2,3-b]pyrazin-3-yl]azepan-2-yl]methanol C(C)(C)O[C@H]1[C@@H](NC(CCC1)C1=CN=C2C(=N1)N(C(=C2)C2(CC2)C(F)(F)F)C)CO